[6-(4-Ethylamino-thiophen-2-yl)-pyrimidin-4-yl]-[2-(6-fluoro-4-methoxy-2-methyl-indol-1-yl)-ethyl]-amine C(C)NC=1C=C(SC1)C1=CC(=NC=N1)NCCN1C(=CC2=C(C=C(C=C12)F)OC)C